C1(=CC=CC=C1)C(C#N)CCCCCCCC 2-phenyl-decanonitrile